ClC1=CNC2=NC(=CC(=C21)NCCS(=O)(=O)C)NC2=CC=C(C1=C2OCCO1)C(=O)N1CCOCC1 (8-((3-chloro-4-((2-(methylsulfonyl)ethyl)amino)-1H-pyrrolo[2,3-b]pyridin-6-yl)amino)-2,3-dihydrobenzo[b][1,4]dioxin-5-yl)(morpholino)methanone